N-(3,4-dimethylphenyl)-4-(phenylsulfonamido)benzamide CC=1C=C(C=CC1C)NC(C1=CC=C(C=C1)NS(=O)(=O)C1=CC=CC=C1)=O